NC1=NC=CC(=N1)CC1=CC=C2[C@](NC(NC2=C1)=O)(C(C)(F)F)C#CC1CC1 (S)-7-((2-aminopyrimidin-4-yl)methyl)-4-(cyclopropyl-ethynyl)-4-(1,1-difluoroethyl)-3,4-dihydroquinazolin-2(1H)-one